OC1=C(C=C(C=C1C(C)(C)CC)C(C)(C)CC)C1=CC=CC=2NN=NC21 (2'-hydroxy-3',5'-ditert-pentylphenyl)benzotriazole